C(C)(C)(C)OC(NCC1=CC(=CC=C1)N1N=C2C=C(C=CC2=C1)C1=C(C=CC=C1)C(F)(F)F)=O (3-(6-(2-(trifluoromethyl)phenyl)-2H-indazol-2-yl)benzyl)carbamic acid tert-butyl ester